C(CCCCCCCCCCCCCCCCC)(=O)O (1s)-stearic acid